5-fluoro-2-(1-hydroxycyclobutyl)-4-methyl-palmitic anhydride FC(C(CC(C(=O)OC(C(CC(C(CCCCCCCCCCC)F)C)C1(CCC1)O)=O)C1(CCC1)O)C)CCCCCCCCCCC